CO[Si](CCCNCCNCCC[Si](OC)(OC)OC)(OC)OC N,N'-bis(3-(trimethoxysilyl)propyl)ethane-1,2-diamine